N1(C=NC=C1)C1=CC=C(CN(CC=2C=C3C=NN(C3=CC2)C)CC2=CC=C(CNC(=O)C3=C(C=C(C(=C3)OC)OC)NC(=O)C=3OC4=CC=CC=C4C(C3)=O)C=C2)C=C1 N-(2-((4-(((4-(1H-Imidazol-1-yl)benzyl)((1-methyl-1H-indazol-5-yl)methyl)amino)methyl)benzyl)carbamoyl)-4,5-dimethoxyphenyl)-4-oxo-4H-chromene-2-carboxamide